2-(4-isopropyl-1,4-diazepan-1-yl)-N-(1-isopropylpiperidin-4-yl)-6-methoxy-7-(3-(piperidin-1-yl)propoxy)quinazolin-4-amine C(C)(C)N1CCN(CCC1)C1=NC2=CC(=C(C=C2C(=N1)NC1CCN(CC1)C(C)C)OC)OCCCN1CCCCC1